[3-[[5-(trifluoromethyl)pyrimidin-2-yl]amino]pyrrolidin-1-yl]methanone Ethyl-3-methoxycyclobutane-1-carboxylate C(C)OC(=O)C1CC(C1)OC.FC(C=1C=NC(=NC1)NC1CN(CC1)C=O)(F)F